5-chloro-N-[(1r,3s)-3-{[6-chloro-2-(trifluoromethyl)quinolin-4-yl]amino}cyclohexyl]-1H-pyrrole-3-carboxamide ClC1=CC(=CN1)C(=O)N[C@H]1C[C@H](CCC1)NC1=CC(=NC2=CC=C(C=C12)Cl)C(F)(F)F